tert-butyl 1-(piperidin-4-yl)azetidine-3-carboxylate N1CCC(CC1)N1CC(C1)C(=O)OC(C)(C)C